ClC1=C(C(=O)NCC(N2CCC(CC2)OC=2N=NC(=CC2)F)C2=C(N=CS2)C(F)F)C(=CC=C1)F 2-Chloro-N-{2-[4-(difluoromethyl)-1,3-thiazol-5-yl]-2-{4-[(6-fluoropyridazin-3-yl)-oxy]piperidin-1-yl}ethyl}-6-fluorobenzamid